1-octanoyl-2-hexanoyl-sn-glycero-3-phosphocholine C(CCCCCCC)(=O)OC[C@@H](OC(CCCCC)=O)COP(=O)([O-])OCC[N+](C)(C)C